ClC1=CC=C(C=C1)[B-](C1=CC=C(C=C1)Cl)(C1=CC=C(C=C1)Cl)C1=CC=C(C=C1)Cl.C(CCCCCCCCCCC)[NH3+] (dodecylammonium) tetra(4-chlorophenyl)borate